tert-butyl 3-fluoro-3-(6-(4-fluorophenyl)-4-(1-methyl-1H-pyrazol-3-yl)pyridin-3-yl)pyrrolidine-1-carboxylate FC1(CN(CC1)C(=O)OC(C)(C)C)C=1C=NC(=CC1C1=NN(C=C1)C)C1=CC=C(C=C1)F